FC=1C(=NC(=NC1)NC1CCNCC1)C=1C=C(C=CC1)N1C(COCC1)=O 4-[3-[5-fluoro-2-(4-piperidylamino)pyrimidin-4-yl]phenyl]morpholin-3-one